methyl 1-(7-(tert-butoxy)-7-oxoheptyl)-6-oxo-1,6-dihydropyridine-3-carboxylate C(C)(C)(C)OC(CCCCCCN1C=C(C=CC1=O)C(=O)OC)=O